CO\N=C\1/NC2=C(C=C(C=C2C(N1CC=1C=NN(C1)C)=O)S(=O)(=O)NC1(CC1)C)N1C[C@H](N(CC1)C(C)=O)C (2E)-2-methoxyimino-N-(1-methylcyclopropyl)-3-[(1-methylpyrazol-4-yl)methyl]-4-oxo-8-[(3R)-4-acetyl-3-methylpiperazin-1-yl]-1H-quinazoline-6-sulfonamide